C1(CCCCC1)C[C@H](C(=O)N1CC2(CCCC2)C(CC1)(O)CN1C(C2=C(C=C1)OC=C2)=O)C 5-((7-((R)-3-Cyclohexyl-2-methylpropanoyl)-10-hydroxy-7-azaspiro[4.5]decan-10-yl)methyl)furo[3,2-c]pyridin-4(5H)-one